O1CC(OCC=C1)=O [1,4]dioxepin-3-one